C(C)(C)(C)OC(=O)N1C[C@H](CC1)[C@@H](C(=O)OC(C)(C)C)CC1=CC(=CC(=C1)C=O)F (R)-3-((S)-1-(tert-butoxy)-3-(3-fluoro-5-formylphenyl)-1-oxopropan-2-yl)pyrrolidine-1-carboxylic acid tert-butyl ester